D-cysteine chloride N[C@H](CS)C(=O)Cl